S1C(=CC=C1)[SeH-](=[Se])C=1SC=CC1 dithienyldiselenide